C(C=C)(=O)OCCCCCCOC1=CC=C(C=C1)O 4-(6-(acryloyloxy)hexyloxy)phenol